ClC=1C=CC=2C3=C(C(N(C2C1)C1=C(C=CC=C1)C)=O)N=C(N3C)C3=CC=C(C=C3)OC 7-chloro-2-(4-methoxyphenyl)-1-methyl-5-(o-tolyl)-1,5-dihydro-4H-imidazo[4,5-c]quinolin-4-one